C(#N)C(C)(C)C1=CC=CC=N1 6-(1-cyano-1-methylethyl)-pyridin